3-[[1-[(3R,4R)-1-[(2-fluorophenyl)methyl]-3-phenyl-piperidine-4-carbonyl]-4-hydroxy-4-piperidinyl]methyl]thieno[2,3-d]pyrimidin-4-one FC1=C(C=CC=C1)CN1C[C@H]([C@@H](CC1)C(=O)N1CCC(CC1)(O)CN1C=NC2=C(C1=O)C=CS2)C2=CC=CC=C2